lithium bis(oxalate) phosphate P(=O)([O-])(O)O.C(C(=O)O)(=O)O.C(C(=O)O)(=O)O.[Li+]